(2S)-2-(methylamino)-3-pyridin-3-ylpropanoic acid CN[C@H](C(=O)O)CC=1C=NC=CC1